dicyclohexyl[2',4',6'-tris(propan-2-yl)[1,1-biphenyl]-2-yl]phosphane C1(CCCCC1)P(C1=C(C=CC=C1)C1=C(C=C(C=C1C(C)C)C(C)C)C(C)C)C1CCCCC1